3-(4-fluorophenoxy)propyl-trimethyl-tin FC1=CC=C(OCCC[Sn](C)(C)C)C=C1